4-(4-(2-(3-methoxyphenyl)pyrimidin-4-yl)-7-(pyridin-3-yl)-6,7-dihydro-5H-pyrrolo[2,3-d]pyrimidin-2-yl)morpholine COC=1C=C(C=CC1)C1=NC=CC(=N1)C=1C2=C(N=C(N1)N1CCOCC1)N(CC2)C=2C=NC=CC2